(R)-N-[1-(4-aminophenyl)ethyl]acetamide NC1=CC=C(C=C1)[C@@H](C)NC(C)=O